FC=1C(=C(C=CC1)NC1=C(NC2=C1C(NCC2)=O)C2=C(C=NC=C2)C#CC(C)(C)NC(OC(C)(C)C)=O)OC tert-butyl N-[4-(4-{3-[(3-fluoro-2-methoxyphenyl)amino]-4-oxo-1H,5H,6H,7H-pyrrolo[3,2-c]pyridin-2-yl}pyridin-3-yl)-2-methylbut-3-yn-2-yl]carbamate